C(CCC#C)(=O)OCC1(N=N1)CSS(=O)(=O)C (3-(((methylsulfonyl)thio)methyl)-3H-diazirin-3-yl)methyl pent-4-ynoate